(E)-2-nitromethyl-3-phenyl-1-(3-(trifluoromethyl)phenyl)prop-2-en-1-one [N+](=O)([O-])C/C(/C(=O)C1=CC(=CC=C1)C(F)(F)F)=C\C1=CC=CC=C1